CN(C1=CC=C(C=C1)CCCN(C1CCC(CC1)C1=CC2=C(NC(O2)=O)C=C1)C)C 6-(4-{[3-(trans-4-Dimethylaminophenyl)propyl]methylamino}-cyclohexyl)-3H-benzoxazol-2-one